BrC1=C(C2=C(CN3[C@@H](CO2)CN(CC3)C(=O)OC(C)(C)C)C=C1F)C#C[Si](C)(C)C Tert-butyl (12aR)-9-bromo-8-fluoro-10-[(trimethylsilyl)ethynyl]-3,4,12,12a-tetrahydro-6H-pyrazino[2,1-c][1,4]benzoxazepine-2(1H)-carboxylate